5-bromo-1,2,4-trimethylbenzene BrC=1C(=CC(=C(C1)C)C)C